Dimethyl 2,6-dicyclopropyl-4-(7-(methoxycarbonyl)benzo[b]thiophen-3-yl)-1,4-dihydropyridin-3,5-dicarboxylat C1(CC1)C=1NC(=C(C(C1C(=O)OC)C=1C2=C(SC1)C(=CC=C2)C(=O)OC)C(=O)OC)C2CC2